2-((R)-1-(6-chloroimidazo[1,2-a]pyridine-2-carbonyl)pyrrolidin-2-yl)-N-((S)-6-guanidino-1-(methylamino)-1-oxohexan-2-yl)thiazole-4-carboxamide ClC=1C=CC=2N(C1)C=C(N2)C(=O)N2[C@H](CCC2)C=2SC=C(N2)C(=O)N[C@H](C(=O)NC)CCCCNC(=N)N